Ethyl 2-(4-cyano-6-isopropoxy-2H-indazol-2-yl)-4-methylthiazole-5-carboxylate C(#N)C=1C2=CN(N=C2C=C(C1)OC(C)C)C=1SC(=C(N1)C)C(=O)OCC